4-(3-(2-amino-[1,2,4]triazolo[1,5-a]pyridin-7-yl)-2-fluorophenoxy)-2,2-difluoro-1-(4-fluorophenyl)butan-1-one NC1=NN2C(C=C(C=C2)C=2C(=C(OCCC(C(=O)C3=CC=C(C=C3)F)(F)F)C=CC2)F)=N1